4-(2-(2-(2-isopropylphenyl)-4-((5,6,7,8-tetrahydronaphthalen-1-yl)methyl)piperazin-1-yl)-7-azaspiro[3.5]nonan-7-yl)benzamide C(C)(C)C1=C(C=CC=C1)C1N(CCN(C1)CC1=CC=CC=2CCCCC12)C1CC2(C1)CCN(CC2)C2=CC=C(C(=O)N)C=C2